(R)-3-((4-hydroxy-1-(3-phenylbutyryl)piperidin-4-yl)methyl)-7-(isoindolin-5-yl)imidazo[2,1-f][1,2,4]triazin-4(3H)-one hydrochloride Cl.OC1(CCN(CC1)C(C[C@@H](C)C1=CC=CC=C1)=O)CN1C=NN2C(C1=O)=NC=C2C=2C=C1CNCC1=CC2